6-((1S,2S)-2-(4-cyano-1H-pyrazol-1-yl)cyclobutyl)-4-oxo-1-((R)-1-(6-(trifluoromethyl)pyridin-3-yl)ethyl)-4,5-dihydro-1H-pyrazolo[3,4-d]pyrimidine-3-carbonitrile C(#N)C=1C=NN(C1)[C@@H]1[C@H](CC1)C=1NC(C2=C(N1)N(N=C2C#N)[C@H](C)C=2C=NC(=CC2)C(F)(F)F)=O